1,3-Cyclopentandion C1(CC(CC1)=O)=O